(Ra)-6-(1-(4-((1R,5S)-3-azabicyclo[3.1.0]hexan-3-yl)-3-fluorobenzyl)-4-chloro-1H-indazole-7-carboxamido)spiro[3.3]heptane-2-carboxylic acid [C@@H]12CN(C[C@H]2C1)C1=C(C=C(CN2N=CC3=C(C=CC(=C23)C(=O)NC2CC3(CC(C3)C(=O)O)C2)Cl)C=C1)F